CNC1=NN(C=C1)CC1=CC=NC=C1 N-methyl-1-(pyridin-4-ylmethyl)-1H-pyrazol-3-amine